FC1=CC=C(C=C1)CCC(=O)N([C@@H]1CC[C@H](CC1)C1=CC2=C(NC(O2)=O)C=C1)C 3-(4-Fluorophenyl)-N-methyl-N-[trans-4-(2-oxo-2,3-dihydrobenzoxazol-6-yl)cyclohexyl]propionamide